FC([C@H]1CN(CCN1)C(=O)OC(C)(C)C)F tert-butyl (3R)-3-(difluoromethyl)piperazine-1-carboxylate